Cl(=O)(=O)(=O)O.O1CC=CC2=C1C=CC=C2 benzopyran perchlorate